FC1=C(C(=CC=C1)F)SC=1C=2N(C=C(C1)C=1C=NN(C1)[C@@H]1CNCCC1)N=CC2C#N 4-(2,6-difluorophenyl)sulfanyl-6-[1-[(3S)-3-piperidyl]pyrazol-4-yl]pyrazolo[1,5-a]pyridine-3-carbonitrile